C(=CC)N1CC(CCC1)C=1N=C(N2C(=NC=CC21)N)C2=C(C=C(C(=O)NC1=NC=CC(=C1)C(F)(F)F)C=C2)C(F)(F)F 4-(1-(1-propenylpiperidin-3-yl)-5-aminoimidazo[1,5-c]pyrimidin-3-yl)-3-(trifluoromethyl)-N-(4-(trifluoromethyl)pyridin-2-yl)benzamide